3,6-dimethoxythienothiophene COC1=CSC=2C(=CSC21)OC